N,N'-bis(4-((6,7-dimethoxyquinolin-4-yl)oxy)phenyl)cyclopropane-1,1-dicarboxamide COC=1C=C2C(=CC=NC2=CC1OC)OC1=CC=C(C=C1)NC(=O)C1(CC1)C(=O)NC1=CC=C(C=C1)OC1=CC=NC2=CC(=C(C=C12)OC)OC